methyl (Z)-2-[5-(3-cyanopyrazol-1-yl)-2-methyl-phenoxy]-3-methoxy-prop-2-enoate C(#N)C1=NN(C=C1)C=1C=CC(=C(O\C(\C(=O)OC)=C/OC)C1)C